4,8,12,16-eicosatetraenoic acid C(CCC=CCCC=CCCC=CCCC=CCCC)(=O)O